[(1R,2R,3S,4R)-4-{[5-({4-[(1R)-1-(6-bromopyridin-2-yl)-1-hydroxyethyl]-2-thienyl}carbonyl)pyrimidin-4-yl]amino}-2,3-dihydroxycyclopentyl]methyl sulfamate S(N)(OC[C@@H]1[C@H]([C@H]([C@@H](C1)NC1=NC=NC=C1C(=O)C=1SC=C(C1)[C@@](C)(O)C1=NC(=CC=C1)Br)O)O)(=O)=O